C(C)(C)N1N=CC(=C1)C1=CC(=NC=C1)N(C(=O)[C@@H]1CC[C@H](CC1)CC(=O)OCC)C[C@@H]1CC[C@H](CC1)C1=NC(=C(C=C1)OC)C Ethyl 2-(trans-4-((4-(1-isopropyl-1H-pyrazol-4-yl)pyridin-2-yl)((trans-4-(5-methoxy-6-methylpyridin-2-yl)cyclohexyl)methyl)carbamoyl)-cyclohexyl)acetate